FC1=C(C(=CC=C1)F)C1=NC(=NC2=C1CN=CC1=C2C=CC=C1)N (2,6-difluorophenyl)-5H-pyrimido[5,4-d][2]benzazepin-2-amine